ClC=1C=CC(=C(C1)CC(=O)NC1=CCN(C=C1)C1(CCC1)CO)O 4-[[2-(5-Chloro-2-hydroxyphenyl)acetyl]amino]-N-[1-(hydroxymethyl)cyclobutyl]pyridin